C1=CC=C(C(=C1)/C=N/N=C/C2=CC=CC=C2O)O salicylazine